C(C)OC(CCC1=CN=NN1C)=O 3-(1-methyl-1H-1,2,3-triazol-5-yl)propionic acid ethyl ester